C1(=C2N(C=N1)CCC2)C(C(NC=2SC=CN2)=O)N2CC1=C(C=C(C=C1C2=O)C2=CC=C(OC1CCN(CC1)C(C(=O)[O-])=O)C=C2)F.[Li+] lithium 2-[4-[4-[2-[1-(6,7-dihydro-5H-pyrrolo[1,2-c]imidazol-1-yl)-2-oxo-2-(thiazol-2-ylamino) ethyl]-7-fluoro-3-oxo-isoindolin-5-yl] phenoxy]-1-piperidinyl]-2-oxo-acetate